(2R,4R)-6-chloro-N-{3-[4-(4-chlorophenyl)-1H-pyrazol-1-yl]bicyclo[1.1.1]pentan-1-yl}-4-hydroxy-3,4-dihydro-2H-1-benzopyran-2-carboxamide ClC=1C=CC2=C([C@@H](C[C@@H](O2)C(=O)NC23CC(C2)(C3)N3N=CC(=C3)C3=CC=C(C=C3)Cl)O)C1